1-methyl-N-(4-(4-(trifluoromethyl)piperidin-1-yl)phenyl)pyrrolidin-3-amine CN1CC(CC1)NC1=CC=C(C=C1)N1CCC(CC1)C(F)(F)F